2-((2R,3S)-1-(3-((2-((3S,4R)-3-fluoro-4-hydroxy-3-methylpiperidin-1-yl)pyrimidin-4-yl)amino)-5-isopropylisoquinolin-8-yl)-2-methylazetidin-3-yl)acetonitrile F[C@]1(CN(CC[C@H]1O)C1=NC=CC(=N1)NC=1N=CC2=C(C=CC(=C2C1)C(C)C)N1[C@@H]([C@H](C1)CC#N)C)C